1,3-dibromo-7-tert-butylpyrene BrC1=CC(=C2C=CC3=CC(=CC4=CC=C1C2=C34)C(C)(C)C)Br